diselenium carbonate C([O-])([O-])=O.[Se+2].[Se+2].C([O-])([O-])=O